2-chloro-3-fluoro-5-[2-(trimethylsilyl)ethynyl]pyridin-4-amine ClC1=NC=C(C(=C1F)N)C#C[Si](C)(C)C